(R)-1-(6-amino-4-((2-aminopropoxy)methyl)pyridin-2-yl)Pyrrolidin-2-one NC1=CC(=CC(=N1)N1C(CCC1)=O)COC[C@@H](C)N